1-(4-(4-chloro-2-(pyrrolidin-1-yl)phenoxy)piperidine-1-carbonyl)-1H-pyrazole-3-carboxylic acid tert-butyl ester C(C)(C)(C)OC(=O)C1=NN(C=C1)C(=O)N1CCC(CC1)OC1=C(C=C(C=C1)Cl)N1CCCC1